4-(1-(3-Bromophenyl)-3-methylcyclobutyl)-5-methyl-1-(tetrahydro-2H-pyran-2-yl)-1H-1,2,3-triazole BrC=1C=C(C=CC1)C1(CC(C1)C)C=1N=NN(C1C)C1OCCCC1